1,6-dimethylpiperidine-2-carboxylate CN1C(CCCC1C)C(=O)[O-]